2-((1-(2-(4-Fluorophenyl)-2-oxoethyl)piperidin-4-yl)methyl)isoindolin-1-one monohydrochloride dihydrate O.O.Cl.FC1=CC=C(C=C1)C(CN1CCC(CC1)CN1C(C2=CC=CC=C2C1)=O)=O